BrCCN1CCCCC1 1-(2-bromoethyl)piperidine